C(#N)C1=CC=C(C=C1)N1N=C(C=2C1=NC=C(C2)NC(C=C)=O)C N-(1-(4-cyanophenyl)-3-methyl-1H-pyrazolo[3,4-b]pyridin-5-yl)acrylamide